(R)-N-((S)-1-(2-(methoxymethoxy)-4-(4-methylthiazol-5-yl)phenyl)ethyl)-2-methylpropane-2-sulfinamide COCOC1=C(C=CC(=C1)C1=C(N=CS1)C)[C@H](C)N[S@](=O)C(C)(C)C